N1=C(C=CC(=C1)C#N)C1=CC=NC=C1 [2,4'-bipyridine]-5-carbonitrile